NC1(CCN(CC1)C(=O)OC(C)(C)C)C(N)=O tert-butyl 4-amino-4-carbamoylpiperidine-1-carboxylate